1-phenyl-2,3-dimethyl-4-aminopyrazol-5-one C1(=CC=CC=C1)N1N(C(=C(C1=O)N)C)C